5-bromo-1-[[2-(trimethylsilyl)ethoxy]methyl]-1H-indole BrC=1C=C2C=CN(C2=CC1)COCC[Si](C)(C)C